CCCCCCCCC(CCCCCCCC)OC1=NC(=NC(=N1)OC(CCCCCCCC)CCCCCCCC)NCC=1C=C(CNC(C2=CC=C(C=C2)CO[Si](C(C)C)(C(C)C)C(C)C)=O)C=CC1 N-(3-(((4,6-bis(heptadecan-9-yloxy)-1,3,5-triazin-2-yl)amino)methyl)benzyl)-4-(((triisopropylsilyl)oxy)methyl)benzamide